(E)-7-(diethylamino)-2-(2-(pyridine-4-yl)vinyl)-3H-phenoxazin-3-one C(C)N(C=1C=C2OC3=CC(C(=CC3=NC2=CC1)\C=C\C1=CC=NC=C1)=O)CC